4-chloro-6-(3-methoxy-2-methylphenyl)-2-(1-methyl-1H-imidazol-2-yl)-5-(6-methylpyridin-2-yl)pyrrolo[2,1-f][1,2,4]triazine ClC1=NC(=NN2C1=C(C(=C2)C2=C(C(=CC=C2)OC)C)C2=NC(=CC=C2)C)C=2N(C=CN2)C